C[C@H](CC(=O)NC(C(=O)O)CC)CC 2-((S)-3-methylpentanamido)butanoic acid